2-(4-methoxyphenyl)-3-methylquinazolin-4(3H)-one COC1=CC=C(C=C1)C1=NC2=CC=CC=C2C(N1C)=O